C1(CC1)OCCN(CCC(C(=O)O)NC(CC(CC)CC)=O)CCCCC1=NC=2NCCCC2C=C1 4-[2-(cyclopropoxy)ethyl-[4-(5,6,7,8-tetrahydro-1,8-naphthyridin-2-yl)butyl]amino]-2-(3-ethylpentanoylamino)butanoic acid